1-(3-(4-(2-ethyl-3-((4-(4-fluorophenyl)thiazol-2-yl)(methyl)amino)imidazo[1,2-a]pyridin-6-yl)piperidin-1-yl)azetidin-1-yl)ethanone C(C)C=1N=C2N(C=C(C=C2)C2CCN(CC2)C2CN(C2)C(C)=O)C1N(C)C=1SC=C(N1)C1=CC=C(C=C1)F